(25R)-5α-Spirostan-3β,6β-diol C[C@H]1[C@H]2[C@H](C[C@H]3[C@@H]4C[C@H]([C@H]5C[C@H](CC[C@]5(C)[C@H]4CC[C@]23C)O)O)O[C@]12CC[C@@H](C)CO2